O1CC(C1)C1=CC(=NO1)C(=O)NC1C[C@H]2CC[C@@H](C1)N2S(=O)(=O)CC2C[C@@H]1[C@@H](CN(C1)C(=O)OC(C)(C)C)C2 tert-butyl (3aR,5s,6aS)-5-((((1R,3R,5S)-3-(5-(Oxetan-3-yl)isoxazole-3-carboxamido)-8-azabicyclo[3.2.1]octan-8-yl)sulfonyl)methyl)hexahydrocyclopenta[c]pyrrole-2(1H)-carboxylate